(R)-6-fluoro-10-isobutyl-2-methyl-7-(6-(3-(piperidin-1-yl)propoxy)pyridin-3-yl)-9,10-dihydro-8-oxa-2,4,10a-triazanaphtho[2,1,8-cde]azulene-1(2H)-one FC=1C=C2N=CC=3N(C(N4[C@@H](COC(=C2C34)C1C=1C=NC(=CC1)OCCCN1CCCCC1)CC(C)C)=O)C